N(=C=O)C1CC(C(CC1)C)N=C=O 1,3-Diisocyanato-4-methylcyclohexan